2,2-dicyclohexyl-acetic acid C1(CCCCC1)C(C(=O)O)C1CCCCC1